5-((2'-(5-methoxyisoindolin-2-yl)-[2,4'-bipyrimidin]-4-yl)ethynyl)-1H-pyrazolo[3,4-b]pyridine COC=1C=C2CN(CC2=CC1)C1=NC=CC(=N1)C1=NC=CC(=N1)C#CC=1C=C2C(=NC1)NN=C2